(5-bromo-1H-pyrrolo[2,3-b]pyridin-3-yl)(cyclopropyl)methanone zirconium tetrakis(ethylacetate) C(C)CC(=O)[O-].C(C)CC(=O)[O-].C(C)CC(=O)[O-].C(C)CC(=O)[O-].[Zr+4].BrC=1C=C2C(=NC1)NC=C2C(=O)C2CC2